methylpropanesulfonic Acid CCC(C)S(=O)(=O)O